Methyl (S)-4-(1-(1-(4-methoxybenzyl)-6-(trifluoromethyl)-2,3-dihydro-1H-imidazo[1,2-b]pyrazole-7-carboxamido)ethyl)benzoate COC1=CC=C(CN2CCN3N=C(C(=C32)C(=O)N[C@@H](C)C3=CC=C(C(=O)OC)C=C3)C(F)(F)F)C=C1